F[C@H]1CN(CC[C@H]1NC1=CC=CC=2N1N=C(C2C(=C)C)C2=NOC(=N2)CNC(=O)C2CC2)C N-((3-(7-(((3S,4R)-3-fluoro-1-methylpiperidin-4-yl)amino)-3-(prop-1-en-2-yl)pyrazolo[1,5-a]pyridin-2-yl)-1,2,4-oxadiazol-5-yl)methyl)cyclopropanecarboxamide